OC1=CC=C(C=C1)NC=1C=CC(=C(C1)O)NC(C)CC(C)C 5-[(4-hydroxyphenyl)amino]-2-[(4-methylpentan-2-yl)amino]phenol